2,4,5-trifluoro-benzaldehyde FC1=C(C=O)C=C(C(=C1)F)F